C[C@H]1N(CCN[C@H]1C)C(=O)OC(C)(C)C tert-butyl (2R,3S)-2,3-dimethylpiperazine-1-carboxylate